4',5,6-trimethoxy-[1,1'-biphenyl]-2-carbaldehyde COC1=CC=C(C=C1)C=1C(=CC=C(C1OC)OC)C=O